N-(5-aminopentyl)maleimide hydrochloride Cl.NCCCCCN1C(C=CC1=O)=O